O[C@@H]1C(=O)O[C@@H](C1)CO (2S,4S)-2-hydroxy-4-hydroxymethyl-4-butyrolactone